4-(1,1,2,2,2-pentafluoroethyl)-2-(prop-1-en-2-yl)imidazo[1,2-a]1,8-naphthyridine-8-carbohydrazide FC(C(F)(F)F)(F)C=1C=2C=CC=3N(C2N=C(C1)C(=C)C)C=C(N3)C(=O)NN